8-isopropyl-5-((2R,3S)-2-methyl-3-((methylsulfonyl)methyl)azetidin-1-yl)-2-(methylsulfinyl)quinazoline C(C)(C)C=1C=CC(=C2C=NC(=NC12)S(=O)C)N1[C@@H]([C@H](C1)CS(=O)(=O)C)C